5-(2-fluoro-6-hydroxy-3-(1-(1-methylpiperidin-4-yl)-1H-pyrazol-4-yl)phenyl)-1,2,5-thiadiazolidin-3-one 1,1-dioxide FC1=C(C(=CC=C1C=1C=NN(C1)C1CCN(CC1)C)O)N1CC(NS1(=O)=O)=O